C(C)(C)(C)OC(=O)N1C[C@](C(CC1)C)(C(=O)O)C (3S)-3,4-dimethylpiperidine-1,3-dicarboxylic acid-1-(tert-butyl)ester